3-(2-(4-((R)-4-((1r,4S)-4-(3-bromo-2-methylphenoxy)cyclohexyl)-2-methylbutyl)piperazin-1-yl)-1-methyl-1H-benzo[d]imidazol-6-yl)piperidine-2,6-dione BrC=1C(=C(OC2CCC(CC2)CC[C@H](CN2CCN(CC2)C2=NC3=C(N2C)C=C(C=C3)C3C(NC(CC3)=O)=O)C)C=CC1)C